2-((6-(4-((4-cyano-2-methoxybenzyl)oxy)pyrimidin-2-yl)-3-azabicyclo[4.1.0]heptan-3-yl)methyl)-4-ethoxy-1-(((S)-oxetan-2-yl)methyl)-1H-benzo[d]imidazole-6-carboxylic acid C(#N)C1=CC(=C(COC2=NC(=NC=C2)C23CCN(CC3C2)CC2=NC3=C(N2C[C@H]2OCC2)C=C(C=C3OCC)C(=O)O)C=C1)OC